CN(C1=CC=NC=C1)C N,N-Dimethylpyridin-4-amine